O=C1C2=C(N=CS1)C=CS2 4-oxo-4H-thieno[3,2-d][1,3]thiazin